Cl.C1C(CCC2=CC=CC=C12)N 1,2,3,4-Tetrahydronaphthalen-2-amine hydrochloride